(S)-N-(2,6-dimethyl-2H-indazol-5-yl)-4-(3-methylpiperazin-1-yl)-2,3-dihydro-1H-pyrrolo[2,3-b]pyridine-1-carboxamide CN1N=C2C=C(C(=CC2=C1)NC(=O)N1CCC=2C1=NC=CC2N2C[C@@H](NCC2)C)C